(E)-1-(2,6-Dihydroxyphenyl)-3-(3,4-dihydroxyphenyl)prop-2-en-1-one OC1=C(C(=CC=C1)O)C(\C=C\C1=CC(=C(C=C1)O)O)=O